N-{3-[4-(4-Aminopiperidin-1-yl)-3-(3-fluoro-5-methylphenyl)chinolin-6-yl]-5-chloropyridin-4-yl}methylcarbamat NC1CCN(CC1)C1=C(C=NC2=CC=C(C=C12)C=1C=NC=C(C1CNC([O-])=O)Cl)C1=CC(=CC(=C1)C)F